[Na+].[Na+].S(=O)(=O)(O)C(C(=O)[O-])CC(=O)[O-].C(CCCCCCCCCCCCCCC)CCCCCCCCCCCCCCCCCCO cetylstearyl alcohol sulfosuccinate disodium